O=C1N(CCC(N1)=O)C1=NN(C2=CC(=CC=C12)C=1CCN(CC1)C(=O)OC(C)(C)C)C tert-butyl 4-[3-(2,4-dioxohexahydropyrimidin-1-yl)-1-methyl-indazol-6-yl]-3,6-dihydro-2H-pyridine-1-carboxylate